FC(CC(F)(F)OC(CC(F)(F)F)(F)F)(F)F trifluoroethyldifluoromethylether